[1,3]oxazine-2,4(1H)-dione O1C(NC(C=C1)=O)=O